CC(C(=O)O)(CN(C1=CC=C2C(=CC(OC2=C1)=O)C1=C(C=CC=C1)C)C([2H])([2H])[2H])C 2,2-dimethyl-3-((methyl-d3)(2-oxo-4-(o-tolyl)-2H-chromen-7-yl)amino)propanoic acid